C(C)(C)(C)C1=NOC(=N1)C(=O)NCC1=C(C=C(C=C1)C1=C2C(=NC=C1)NC(=N2)C2=NN(C=C2[N+](=O)[O-])C(C)C)F 3-(tert-butyl)-N-(2-fluoro-4-(2-(1-isopropyl-4-nitro-1H-pyrazol-3-yl)-3H-imidazo[4,5-b]pyridin-7-yl)benzyl)-1,2,4-oxadiazole-5-carboxamide